C(C)(C)(C)C1=C(C=C(C=C1)NC([C@@H](C1CCC(CC1)(F)F)N(C(=O)C1=CC(=NO1)O)C)=O)F N-((1R)-2-((4-tert-butyl-3-fluorophenyl)amino)-1-(4,4-difluorocyclohexyl)-2-oxoethyl)-3-hydroxy-N-methyl-1,2-oxazole-5-carboxamide